C(CCC=CCCCCCCCCCCCCCCCCCCCCCCC)(=O)O 4-Octacosenoic acid